CC1=CC=C(CC(C(=O)C2=CC=C(C=C2)N2CCOCC2)(CC)N(C)C)C=C1 2-(4-Methylbenzyl)-2-(dimethylamino)-1-(4-morpholinophenyl)butan-1-one